3'-(phenylsulfonyl)-3',6'-dihydro-7'H-spiro[cyclobutane-1,8'-dipyrrolo[2,3-b:3',2'-d]pyridin]-7'-one C1(=CC=CC=C1)S(=O)(=O)N1C=CC=2C1=NC=C1C2C2(C(N1)=O)CCC2